C(C)SC=1C(=NC(=CC1)N1N=CN=C1)C=1C=NC=2N(C1)N=C(C2)C(F)(F)F 6-(3-(ethylthio)-6-(1H-1,2,4-triazol-1-yl)pyridin-2-yl)-2-(trifluoromethyl)pyrazolo[1,5-a]pyrimidine